C(C)N1C(C(N(CC1)C(=O)NC(C(=O)N[C@@H]1B(OC2=C(C1)C=CC=C2C(=O)OCOC(C(C)(C)C)=O)O)C(C)O)=O)=O (Pivaloyloxy)methyl (3R)-3-(2-(4-ethyl-2,3-dioxopiperazine-1-carboxamido)-3-hydroxybutanamido)-2-hydroxy-3,4-dihydro-2H-benzo[e][1,2]oxaborinine-8-carboxylate